COC1=CC=2N(C=C1C(=O)NC1CC3(CC3)CCC1)C=C(N2)C2CCOCC2 7-methoxy-N-(spiro[2.5]oct-5-yl)-2-(tetrahydro-2H-pyran-4-yl)imidazo[1,2-a]pyridine-6-carboxamide